OCCC1[C@H]2CNC[C@@H](C1)N2C(=O)OC(C)(C)C Tert-butyl (1R,5S)-6-(2-hydroxyethyl)-3,8-diazabicyclo[3.2.1]octane-8-carboxylate